FC=1C=C(C=C(C1)F)[C@@H]1CC[C@H]2OC3(C(N21)=O)CCN(CC3)C(=O)C=3C(=C(C#N)C=CC3)F 3-[(5'S,7a'R)-5'-(3,5-difluorophenyl)-3'-oxotetrahydro-1H,3'H-spiro[piperidine-4,2'-pyrrolo[2,1-b][1,3]-oxazole]-1-carbonyl]-2-fluorobenzonitrile